N1=CNC(C2=C1OCC(N2)=O)=O 3H,4H,5H,6H,7H-PYRIMIDO[4,5-B][1,4]OXAZIN-4,6-DION